C(C1=CC=CC=C1)NC(=O)[C@H]1CN(CC1)C#N (R)-N-benzyl-1-cyanopyrrolidine-3-carboxamide